C1(CC1)NC(C1=C(C=C(C=C1)C1=CN=C2N1N=C(C=C2NCC2COC2)OC2=CC(=C(C=C2)OC)F)C)=O N-cyclopropyl-4-[6-(3-fluoro-4-methoxy-phenoxy)-8-(oxetan-3-ylmethyl-amino)imidazo[1,2-b]pyridazin-3-yl]-2-methyl-benzamide